[Si](C1=CC=CC=C1)(C1=CC=CC=C1)(C(C)(C)C)OCC(CN1[C@@H](C=2NC3=CC=CC=C3C2C[C@H]1C)C1=CN=C(S1)N[C@H]1CNCC1)(F)F 5-((1S,3R)-2-(3-((tert-butyldiphenylsilyl)oxy)-2,2-difluoropropyl)-3-methyl-2,3,4,9-tetrahydro-1H-pyrido[3,4-b]indol-1-yl)-N-((R)-pyrrolidin-3-yl)thiazol-2-amine